6-amino-4-bromo-N-(1-fluoropropane-2-yl)pyridine-2-carboxamide trifluoroacetate FC(C(=O)O)(F)F.NC1=CC(=CC(=N1)C(=O)NC(CF)C)Br